C(C1=CC=CC=C1)OC1=C(C(=C2C[C@@H](N(C2=C1)C(=O)OC(C)(C)C)CN(C(C)CCC)C(=O)OC(C)(C)C)F)N1S(NC(C1)=O)(=O)=O tert-butyl (2R)-6-(benzyloxy)-2-{[(tert-butoxycarbonyl)(pentan-2-yl)amino]methyl}-4-fluoro-5-(1,1,4-trioxo-1λ6,2,5-thiadiazolidin-2-yl)-2,3-dihydro-1H-indole-1-carboxylate